Cl.Cl.CC1=NN2C(C(=NC(=C2)C=2C=CC(=C(C2)O)C2=CN=C(N=N2)N2C[C@@H](NCC2)C(C)C)C)=N1 5-(2,8-dimethyl[1,2,4]triazolo[1,5-a]pyrazin-6-yl)-2-{3-[(3S)-3-(propan-2-yl)piperazin-1-yl]-1,2,4-triazin-6-yl}phenol dihydrochloride